BrC=1N=C(SC1)NC([C@H](C1=CC=C(C=C1)C=1N=NN(N1)C)[C@@H]1CC(CC1)(F)F)=O (S)-N-(4-Bromothiazol-2-yl)-2-((S)-3,3-difluorocyclopentyl)-2-(4-(2-methyl-2H-tetrazol-5-yl)phenyl)acetamide